tert-butyl (3-(4-(2,4-dioxo-3-((2-(trimethylsilyl)ethoxy)methyl)tetrahydropyrimidin-1(2H)-yl)furo[3,2-c]pyridin-2-yl)prop-2-yn-1-yl)carbamate O=C1N(CCC(N1COCC[Si](C)(C)C)=O)C1=NC=CC2=C1C=C(O2)C#CCNC(OC(C)(C)C)=O